C1(=CC=CC=C1)N(C1=CC=C(C=C1)C1=CC=C(S1)C=1SC(=CC1)C=O)C1=CC=CC=C1 5'-(4-(diphenylamino)phenyl)-[2,2'-bithiophene]-5-Formaldehyde